2-iodo-4-methyl-6-((1-methyl-1H-pyrazol-3-yl)methyl)-4H-thiazolo[5',4':4,5]pyrrolo[2,3-d]pyridazin-5(6H)-one IC=1SC2=C(N(C=3C(N(N=CC32)CC3=NN(C=C3)C)=O)C)N1